C(#N)[C@H]1CN(CC1)C1=CC(=CC(=N1)N1CC2(C=3C=NC(=CC31)NC(C)=O)CC2)C (R)-N-(1'-(6-(3-cyanopyrrolidin-1-yl)-4-methylpyridin-2-yl)-1',2'-dihydrospiro[cyclopropane-1,3'-pyrrolo[3,2-c]pyridin]-6'-yl)acetamide